(3S)-1-(3-fluoropropyl)pyrrolidin-3-amine FCCCN1C[C@H](CC1)N